C(C)(C)(C)OC(=O)N1CCC2(CCN(C2=O)C=2C=C3C(=NC=NC3=CC2OC)NC2=C(C(=C(C=C2)Cl)Cl)F)CC1 2-(4-((3,4-dichloro-2-fluorophenyl)amino)-7-methoxyquinazolin-6-yl)-1-oxo-2,8-diazaspiro[4.5]decane-8-carboxylic acid tert-butyl ester